ClC1=CC=C(C=C1)C(C(Cl)(Cl)Cl)C1=CC=C(C=C1)Cl 1,1-bis(4'-chlorophenyl)-2,2,2-trichloroethane